(S)-N-(5,6-Dichloro-8-ethoxy-9-(1H-pyrazol-4-yl)-2,3-dihydro-1H-pyrrolo[1,2-a]indol-1-yl)-2-hydroxyacetamide ClC1=C(C=C(C=2C(=C3N(C12)CC[C@@H]3NC(CO)=O)C=3C=NNC3)OCC)Cl